(5'S,7a'R)-3-[(1,2-benzothiazol-5-yl)oxy]-5'-phenyltetrahydro-3'H-spiro[cyclobutane-1,2'-pyrrolo[2,1-b][1,3]oxazol]-3'-one S1N=CC2=C1C=CC(=C2)OC2CC1(C(N3[C@H](O1)CC[C@H]3C3=CC=CC=C3)=O)C2